((1S,2S)-2-(hydroxymethyl)cyclopropyl)isoindoline-1,3-dione OC[C@@H]1[C@H](C1)N1C(C2=CC=CC=C2C1=O)=O